C(C1=CC=CC=C1)OCC1(CCNCC1)CCC1=CC=CC=C1 4-((benzyloxy)methyl)-4-phenethylpiperidine